triethylpentylammonium bis(trifluoromethanesulfonyl)imide [N-](S(=O)(=O)C(F)(F)F)S(=O)(=O)C(F)(F)F.C(C)[N+](CCCCC)(CC)CC